NC1=NC=2C=CC(=CC2C2=C1C=NN2C)C(=O)N(N(C(CC)=O)C)CC2=NC=C(C=C2)C(F)(F)F 4-amino-N',1-dimethyl-N'-propionyl-N-((5-(trifluoromethyl)pyridin-2-yl)methyl)-1H-pyrazolo[4,3-c]quinoline-8-carbohydrazide